NC1=C2C(=C3C(=N1)C=C(N3)C(=O)N(CC)[C@@H](C)C3=NC=C(C=C3F)C3CC3)COC2 (S)-5-amino-N-(1-(5-cyclopropyl-3-fluoropyridin-2-yl)ethyl)-N-ethyl-6,8-dihydro-1H-furo[3,4-d]pyrrolo[3,2-b]pyridine-2-carboxamide